COC(CCCOCCCNC(N)=O)(OC)OC 3-(trimethoxybutyloxypropyl)urea